COC1=CC(=CC=C1)OC 1,3-di-methoxybenzene